OCC1=CC=C(C=C1)NC([C@H](CCCNC(=O)N)NC(OCC1C2=CC=CC=C2C=2C=CC=CC12)=O)=O (S)-(9H-fluoren-9-yl)methyl (1-((4-(hydroxymethyl) phenyl)amino)-1-oxo-5-ureidopentan-2-yl)carbamate